COC1=CC=C(CN2C(N(CCC2=O)C=2C=CC=C3C(=CN(C23)C)N2CCN(CC2)C(=O)OC(C)(C)C)=O)C=C1 tert-Butyl 4-(7-(3-(4-methoxybenzyl)-2,4-dioxotetrahydropyrimidin-1(2H)-yl)-1-methyl-1H-indol-3-yl)piperazine-1-carboxylate